C12=CC3=C(C=C(C(=CC4=C(C=C(C(=CC5=C(C=C(C(=CC(=C(C=C1O)O)C2)C5)O)O)C4)O)O)C3)O)O pentacyclo[19.3.1.13,7.19,13.115,19]octacos-1,3,5,7,9,11,13,15,17,19,21,23-dodecaene-4,6,10,12,16,18,22,24-octaol